ClC=1C(=C(CN2[C@@H](C[C@@](CC2)(C(=O)O)CC2=NC(=C(C(=C2F)C=2N=NC=CC2)F)NC2=NNC(=C2)C)C)C=CC1)F (2R,4R)-1-(3-chloro-2-fluorobenzyl)-4-((3,5-difluoro-6-((5-methyl-1H-pyrazol-3-yl)amino)-4-(pyridazin-3-yl)pyridin-2-yl)meth-yl)-2-methylpiperidine-4-carboxylic acid